(2R,4S)-1-tert-butyl 2-methyl 4-((4-chloro-2-hydroxyphenyl)amino)pyrrolidine-1,2-dicarboxylate ClC1=CC(=C(C=C1)N[C@H]1C[C@@H](N(C1)C(=O)OC(C)(C)C)C(=O)OC)O